2,6-bis(benzyloxy)-2'-fluoro-3,4'-bipyridine C(C1=CC=CC=C1)OC1=NC(=CC=C1C1=CC(=NC=C1)F)OCC1=CC=CC=C1